2-((1R,6S)-6-amino-2,2-difluorocyclohexyl)-3-bromo-5-chloro-N-(thiophen-2-ylmethyl)thieno[3,2-b]pyridin-7-amine N[C@H]1CCCC([C@@H]1C1=C(C2=NC(=CC(=C2S1)NCC=1SC=CC1)Cl)Br)(F)F